BrC1=C(OC2(CC2)C(=O)OC)C=C(C=C1)C Methyl 1-(2-bromo-5-methylphenoxy)cyclopropane-1-carboxylate